6-methyl-4,5,6,7-tetrahydrothieno[3,2-b]pyridine-2-carboxylic acid CC1CC2=C(NC1)C=C(S2)C(=O)O